ammonium manganese (III) trisoxalate C(C(=O)[O-])(=O)[O-].C(C(=O)O)(=O)O.C(C(=O)[O-])(=O)[O-].[Mn+3].[NH4+]